C(C=C)(=O)N1[C@@H](CCCC1)C1=C2C=C(N=CC2=C(C=C1)N1[C@@H]([C@H](C1)N(S(=O)(=O)C)C(C)C)C)NC1=NC(=NC=C1)N1CCC(CC1)OC N-((2R,3S)-1-(5-((S)-1-acryloylpiperidin-2-yl)-3-((2-(4-methoxypiperidin-1-yl)pyrimidin-4-yl)amino)isoquinolin-8-yl)-2-methylazetidin-3-yl)-N-isopropylmethanesulfonamide